4,4-difluorocyclohexyl-(methyl)-1-(2,2-difluoroethyl)-5-methyl-1H-pyrazole-4-carboxamide FC1(CCC(CC1)NC(=O)C=1C(=NN(C1C)CC(F)F)C)F